(R)-N-((S)-1-(3,8-Dichloroisoquinoline-5-yl)propyl)-2-methylpropane-2-sulfinamide ClC=1N=CC2=C(C=CC(=C2C1)[C@H](CC)N[S@](=O)C(C)(C)C)Cl